ClC1=CC=C(C=C1)C1=C(CC(CC1)(C)C)CN1CCN(CC1)C1=CC=C(C(=O)NS(=O)(=O)C2=CC(=C(C=C2)F)S(=O)(=O)C(F)(F)F)C=C1 4-[4-[[2-(4-chlorophenyl)-5,5-dimethyl-cyclohexen-1-yl]methyl]piperazin-1-yl]-N-[4-fluoro-3-(trifluoromethylsulfonyl)phenyl]sulfonyl-benzamide